(3-Methyl-3,8-diazabicyclo[3.2.1]octan-8-yl)methanone CN1CC2CCC(C1)N2C=O